OC1(CCN(CC1)C(C[C@@H](C)C1=CC=CC=C1)=O)CN1C=NC(=CC1=O)N1CC2C(C1)CCO2 3-((4-hydroxy-1-((R)-3-phenylbutanoyl)piperidin-4-yl)methyl)-6-(tetrahydro-2H-furo[2,3-c]pyrrol-5(3H)-yl)pyrimidin-4(3H)-one